5-benzylsulfanyl-3,7-dibromo-pyrazolo[1,5-a]pyridine C(C1=CC=CC=C1)SC1=CC=2N(C(=C1)Br)N=CC2Br